(3S,4S)-3,4-diazido-1-(phenylmethyl)pyrrolidine tert-butyl-2-(2-bromo-6-chloropyridin-4-yl)-6-((R)-1-hydroxyethyl)morpholine-4-carboxylate C(C)(C)(C)OC(=O)N1CC(OC(C1)[C@@H](C)O)C1=CC(=NC(=C1)Cl)Br.N(=[N+]=[N-])[C@H]1CN(C[C@@H]1N=[N+]=[N-])CC1=CC=CC=C1